(butylamino)carboxamide C(CCC)NC(=O)N